C(C)OC(=O)C=1N(C2=CC=CC=C2C1C1=CC(=C(C=C1)CS(=O)(=O)C)F)CCN1C(OC2(CC(C2)CN)C1)=O (1S)-1-((2S,4r)-(2-(aminomethyl)-6-oxo-5-oxa-7-azaspiro[3.4]oct-7-yl)ethyl)-3-(3-fluoro-4-((methylsulfonyl)methyl)phenyl)-1H-indole-2-carboxylic acid ethyl ester